C1CCC=CC1 cyclohexane-4-ene